FC=1C=2N(C=C(C1)C1=CNC=3N=CN=CC31)C(=CN2)CO (8-fluoro-6-(7H-pyrrolo[2,3-d]pyrimidin-5-yl)imidazo[1,2-a]pyridin-3-yl)methanol